tert-butyl 3-(5-{[2-chloro-6-(trifluoromethyl) phenyl] methoxy} pyridin-2-yl)-2,4-dioxoimidazolidine-1-carboxylate ClC1=C(C(=CC=C1)C(F)(F)F)COC=1C=CC(=NC1)N1C(N(CC1=O)C(=O)OC(C)(C)C)=O